C(C)(C)(C)C1=C(OCC2=NNC3=C2CN(CC3)C(=O)OC(C)(C)C)C=C(C(=C1)Cl)C tert-Butyl 3-((2-tert-butyl-4-chloro-5-methylphenoxy)methyl)-6,7-dihydro-1H-pyrazolo[4,3-c]pyridine-5(4H)-carboxylate